2'-O-allyl-adenosine C(C=C)O[C@H]1[C@@H](O[C@@H]([C@H]1O)CO)N1C=NC=2C(N)=NC=NC12